t-butyl-α-(p-toluenesulfonyloxy)-acetate C(C)(C)(C)OC(COS(=O)(=O)C1=CC=C(C)C=C1)=O